cis-N1-(5-(3-(2,2-difluoroethyl)-2-methyl-3H-imidazo[4,5-b]pyridin-5-yl)pyrrolo[2,1-f][1,2,4]triazin-2-yl)cyclobutane-1,3-diamine FC(CN1C(=NC=2C1=NC(=CC2)C=2C=CN1N=C(N=CC12)N[C@@H]1C[C@@H](C1)N)C)F